C(C)(C)(C)OC(=O)N(C1=C(C=2C(=NC=C(C2)NC(C2=CC=CC=C2)=O)N1C1=C(C(=CC=C1C)OC)C)C#N)C(=O)OC(C)(C)C 2-bis(t-butyloxycarbonyl)amino-1-(3-methoxy-2,6-dimethylphenyl)-5-benzoylamino-1H-pyrrolo[2,3-b]pyridine-3-carbonitrile